C(C)(C)(C)OC(=O)N1CC(C=2C3=C(C(=CC12)OC)C=CC=C3)C 5-methoxy-1-methyl-1,2-dihydro-3H-benzo[e]Indole-3-carboxylic acid tert-butyl ester